(3aR,5s,6aS)-2-((3-methylpyridin-2-yl)methyl)-N-(6-(2,3,5-trifluorophenyl)pyridazin-3-yl)octahydrocyclopenta[c]pyrrol-5-amine CC=1C(=NC=CC1)CN1C[C@@H]2[C@H](C1)CC(C2)NC=2N=NC(=CC2)C2=C(C(=CC(=C2)F)F)F